C(C)(C)(C)OC(=O)N1CCC(CC1)N1N=C(C=2C1=NC=NC2N)C2=CC=C(C=C2)OC2=CC=C(C=C2)C(F)(F)F 4-(4-amino-3-(4-(4-(trifluoromethyl)phenoxy)phenyl)-1H-pyrazolo[3,4-d]pyrimidin-1-yl)piperidine-1-carboxylic acid tert-butyl ester